CC(CNC=1N=CC(=NC1)C(=O)O)CNC1=NC=C(C=N1)SC 5-((2-methyl-3-((5-(methylthio)pyrimidin-2-yl)amino)propyl)amino)pyrazine-2-carboxylic acid